(7S)-7-tert-butyl-N-[(1R)-3-(4-hydroxy-1-piperidyl)-1-[6-(4-hydroxy-1-piperidyl)-3-pyridyl]propyl]-5,6,7,8-tetrahydrothiazolo[5,4-b]quinoline-2-carboxamide C(C)(C)(C)[C@@H]1CC=2C=C3C(=NC2CC1)SC(=N3)C(=O)N[C@H](CCN3CCC(CC3)O)C=3C=NC(=CC3)N3CCC(CC3)O